2-[4-[6-isopropyl-5-(8-methyl-[1,2,4]triazolo[1,5-a]pyridin-6-yl)-4H-thieno[3,2-b]pyrrol-2-yl]-1-piperidyl]acetamide C(C)(C)C=1C2=C(NC1C=1C=C(C=3N(C1)N=CN3)C)C=C(S2)C2CCN(CC2)CC(=O)N